isobutylene oxide CC1(C)CO1